2-(methylsulfonyloxyethyl)piperidine-1-carboxylic acid tert-butyl ester C(C)(C)(C)OC(=O)N1C(CCCC1)CCOS(=O)(=O)C